C1(=C(C(=C(C(=C1[2H])[2H])[2H])[2H])[2H])C1=C(C2=C(SC3=C2C=CC=C3)C=C1)C1=C(C=CC=C1)C1=CC=CC=3C2=CC=CC=C2C2=CC=CC=C2C13 (phenyl-d5)(triphenyleneylphenyl)dibenzothiophene